C(C1=CC=CC=C1)(=O)O[C@H]1[C@H](O[C@@H]([C@@H]([C@@H]1OC(C1=CC=CC=C1)=O)OC(C1=CC=CC=C1)=O)[C@@H]([C@@H](C=C)C)N[S@](=O)C(C)(C)C)SCCC=C (2R,3R,4S,5S,6R)-2-(but-3-en-1-ylthio)-6-((1R,2R)-1-(((R)-tert-butylsulfinyl)amino)-2-methylbut-3-en-1-yl)tetrahydro-2H-pyran-3,4,5-triyl tribenzoate